S(=O)(=O)(OCCCCCCCCCCCCS)[O-].[Na+] sodium mercaptododecyl sulfate